methyl 2-(4-amino-3-methyl-phenyl)acetate NC1=C(C=C(C=C1)CC(=O)OC)C